alpha-cyanoacetophenone C(#N)CC(=O)C1=CC=CC=C1